N,N',N''-tri-tert-butylsilanetriamine C(C)(C)(C)N[SiH](NC(C)(C)C)NC(C)(C)C